P(O)(=O)(OP(=O)(O)OP(=O)(O)O)OC[C@@H]1[C@H](C[C@@H](O1)N1C(=O)NC(=O)C(=C1)C=C)O 5-Vinyl-2'-deoxyuridine-5'-triphosphate